BrC1=NN(C(=C1)CC(C)C)C=1C=C(C=C(C1)F)O 3-(3-bromo-5-isobutylpyrazol-1-yl)-5-fluorophenol